FC1(CC(C1)NC(C1=C(C=CC=C1)O)=O)F N-(3,3-difluorocyclobutyl)-2-hydroxy-benzamide